(4-bromo-2-methyl-6-nitrophenyl)methanol BrC1=CC(=C(C(=C1)[N+](=O)[O-])CO)C